O[C@@H]([C@H](C1=CC=CC=C1)N[C@H]1CC2=C(CNC1=O)C=CC=C2)C2=CC=CC=C2 (S)-4-(((1S,2R)-2-hydroxy-1,2-diphenylethyl)amino)-4,5-dihydro-1H-benzo[c]azepin-3(2H)-one